N-(1-Methylundecyl)acrylamide CCCCCCCCCCC(C)NC(=O)C=C